1-(cyclobutylmethyl)-8-(dimethylamino)-3-(4-methoxybenzyl)-8-(3-(methoxymethoxy)phenyl)-1,3-diazaspiro[4.5]decan-2-one C1(CCC1)CN1C(N(CC12CCC(CC2)(C2=CC(=CC=C2)OCOC)N(C)C)CC2=CC=C(C=C2)OC)=O